ClC1=C(C(=CC=C1Cl)OC)N1C(CCCC1)=O (2,3-dichloro-6-methoxyphenyl)piperidin-2-one